5,6-dihydro-6-amyl-2H-pyran C(CCCC)C1CC=CCO1